OC[C@H](C1=CC=CC=C1)NC1=CC(=NC=C1C1=NC(=NO1)C1=CC=NC=C1)NC1=CC=C2C(NN(C2=C1)C)=O (S)-6-((4-((2-hydroxy-1-phenylethyl)amino)-5-(3-(pyridin-4-yl)-1,2,4-oxadiazol-5-yl)pyridin-2-yl)amino)-1-methyl-1,2-dihydro-3H-indazol-3-one